NCCC1CN(C1)C(=O)OC(C)(C)C tert-butyl 3-(2-aminoethyl)-1-azetidinecarboxate